9,9-bis(6-(2-hydroxyethoxy)-2-naphthyl)-2,7-dimethylfluorene OCCOC=1C=C2C=CC(=CC2=CC1)C1(C2=CC(=CC=C2C=2C=CC(=CC12)C)C)C1=CC2=CC=C(C=C2C=C1)OCCO